N1N=CC2=CC(=CC=C12)NC=1C=CC=2N(N1)C(=CN2)C=2SC=C(N2)CN2CCC(CC2)C N-(1H-indazol-5-yl)-3-{4-[(4-methylpiperidin-1-yl)methyl]thiazol-2-yl}imidazo[1,2-b]pyridazin-6-amine